BrC1=NN(C(=C1)C(=O)NC1=C(C=C(C=C1/C(=C\C(=O)NCC)/F)Cl)Cl)C1=NC=CC=C1Cl (E)-3-bromo-1-(3-chloropyridin-2-yl)-N-(2,4-dichloro-6-(3-(ethylamino)1-fluoro-3-oxoprop-1-en-1-yl)phenyl)-1H-pyrazole-5-carboxamide